(3-Methyl-but-2-enyloxy)acetic acid CC(=CCOCC(=O)O)C